BrC=1C=C(C=CC1)C1(COC1)C(C1=NN=CN1C)F 3-((3-(3-bromophenyl)oxetan-3-yl)fluoromethyl)-4-methyl-4H-1,2,4-triazole